2-((3-(4-(4-(dimethoxymethyl)piperidin-1-yl)phenyl)-4-oxo-3,4-dihydroquinazolin-6-yl)oxy)-3,6-difluorobenzonitrile COC(C1CCN(CC1)C1=CC=C(C=C1)N1C=NC2=CC=C(C=C2C1=O)OC1=C(C#N)C(=CC=C1F)F)OC